tert-butyl 2-methyl-5-oxo-5,7-dihydrospiro[cyclopenta[b]pyridine-6,4'-piperidine]-1'-carboxylate CC1=CC=C2C(=N1)CC1(CCN(CC1)C(=O)OC(C)(C)C)C2=O